amino-2-(3,5-dichloro-4-((4'-chloro-2'-oxospiro[cyclopropane-1,3'-indolin]-5'-yl)oxy)phenyl)-1,2,4-triazine-3,5(2H,4H)-dione NN1C(N(N=CC1=O)C1=CC(=C(C(=C1)Cl)OC=1C(=C2C3(C(NC2=CC1)=O)CC3)Cl)Cl)=O